CC1NCC2=CC=CC=C12 methyl-2,3-dihydro-1H-isoindol